O=C1C2=C(N=C(O1)C1=C(C=CC=C1)NS(=O)(=O)C1=CC3=CC=CC=C3C=C1)C=CC=C2 N-(2-(4-oxo-4H-benzo[d][1,3]oxazin-2-yl)phenyl)naphthalen-2-sulfonamid